ClCC1=NOC(=C1)NC(=O)NCC 1-(3-(chloromethyl)isoxazol-5-yl)-3-ethylurea